Cl.C(CC)N(CCC1=C2C(C(NC2=CC=C1)=O)=O)CCC 4-[2-(dipropylamino)ethyl]indole-2,3-dione hydrochloride